2,5-dimethyl-2,5-bis(T-butylperoxy)hexane CC(C)(CCC(C)(OOC(C)(C)C)C)OOC(C)(C)C